C(C)NC(=O)NC1=NC2=C(N1)C=CC(=C2)C2=C(C=CC(=C2)CC2=NNC(C1=C(C=CC=C21)C)=O)F 1-Ethyl-3-(5-(2-fluoro-5-((5-methyl-4-oxo-3,4-dihydrophthalazin-1-yl)methyl)phenyl)-1H-benzimidazol-2-yl)urea